S1C=NC2=C1C=CC(=C2)CNC(=O)[C@@H]2NCCN(C2)C=2C=1C(N=CN2)=NN(C1)C1=CC(=C(C=C1)C)F (R)-N-(benzo[d]thiazol-5-ylmethyl)-4-(2-(3-fluoro-4-methylphenyl)-2H-pyrazolo[3,4-d]pyrimidin-4-yl)piperazine-2-carboxamide